ethyl 2'-[(trifluoromethanesulfonyl)oxy]-5',6'-dihydrospiro[azetidine-3,4'-pyrrolo[1,2-b]pyrazole]-1-carboxylate FC(S(=O)(=O)OC=1C=C2N(N1)CCC21CN(C1)C(=O)OCC)(F)F